FC(CN1C(=NC=2C1=NC(=CC2)C2=CNC=1N=C(N=CC12)NCC(F)(F)F)C)F 5-(3-(2,2-difluoroethyl)-2-methyl-3H-imidazo[4,5-b]pyridin-5-yl)-N-(2,2,2-trifluoroethyl)-7H-pyrrolo[2,3-d]pyrimidin-2-amine